C1(=CC=CC=C1)C(CN)C(=O)O 2-phenyl-β-alanine